N-[5-(cyclopropylmethoxy)-4-(7-fluoro-2-methyl-1-oxoisoquinolin-4-yl)pyrimidin-2-yl]ethanesulfonamide C1(CC1)COC=1C(=NC(=NC1)NS(=O)(=O)CC)C1=CN(C(C2=CC(=CC=C12)F)=O)C